1,2,2-trimethylpropyl bromoformate BrC(=O)OC(C(C)(C)C)C